2-(1-(2-(3,8-diazabicyclo[3.2.1]octan-3-yl)-7-(thiazol-2-yl)benzo[d]oxazol-4-yl)-2,2,2-trifluoroethoxy)acetonitrile C12CN(CC(CC1)N2)C=2OC1=C(N2)C(=CC=C1C=1SC=CN1)C(C(F)(F)F)OCC#N